N-(3-(2-cyanopropan-2-yl)-5-(4-methyl-3-oxopiperazin-1-yl)phenyl)-2-fluoro-4-methyl-5-((8-((1-methyl-1H-pyrazol-4-yl)amino)imidazo[1,2-a]pyridin-3-yl)ethynyl)benzamide C(#N)C(C)(C)C=1C=C(C=C(C1)N1CC(N(CC1)C)=O)NC(C1=C(C=C(C(=C1)C#CC1=CN=C2N1C=CC=C2NC=2C=NN(C2)C)C)F)=O